N-methyl-3-(((2S,3R,4S,5R,6R)-3,4,5-triacetoxy-6-(acetoxymethyl)tetrahydro-2H-pyran-2-yl)thio)propan-1-aminium 2,2,2-trifluoroacetate FC(C(=O)[O-])(F)F.C[NH2+]CCCS[C@@H]1O[C@@H]([C@H]([C@@H]([C@H]1OC(C)=O)OC(C)=O)OC(C)=O)COC(C)=O